1-{7-[(4r)-4-hydroxy-4-[5-(pyrimidin-2-yl)pyridin-2-yl]cyclohexyl]-2,7-diazaspiro[4.4]nonan-2-yl}-2-{[5-(trifluoromethyl)-1,2-benzoxazol-3-yl]amino}ethan-1-one OC1(CCC(CC1)N1CC2(CCN(C2)C(CNC2=NOC3=C2C=C(C=C3)C(F)(F)F)=O)CC1)C1=NC=C(C=C1)C1=NC=CC=N1